CN1N=C(C(=C1)C=1NC=CC1)C(F)(F)F 2-(1-methyl-3-trifluoromethyl-1H-pyrazol-4-yl)-1H-pyrrole